CC=1C=C(C=C(C1)C)C1CC(C1)N(C(=O)C1CC2(C1)NC(OC2)=O)C N-((1s,3S)-3-(3,5-dimethylphenyl)cyclobutyl)-N-methyl-6-oxo-7-oxa-5-azaspiro[3.4]octane-2-carboxamide